C1(=C(C=CC=C1)C1=NOC2=C1C(C1=C(C2=O)C=CS1)=O)C 3-(o-tolyl)thieno[3',2':4,5]benzo[1,2-d]isoxazole-4,8-dione